S(C)(=O)(=O)O.CN1C=C(C2=CC=CC=C12)C1=C(C(NC1=O)=O)C1=CN(C2=CC=CC=C12)CCCNC(=N)S 3-[3-[2,5-dihydro-4-(1-methyl-1H-indol-3-yl)-2,5-dioxo-1H-pyrrole-3-yl] 1H-indol-1-yl]propylcarbamimidothioate mesylate